3-(4,5-Difluoro-2-hydroxyphenyl)pentane-1,5-diol FC1=CC(=C(C=C1F)C(CCO)CCO)O